1-(4-(4-Amino-1-isopropyl-1H-pyrazolo[3,4-d]pyrimidin-3-yl)phenyl)-3-(2-fluoro-5-(perfluoropropan-2-yl)phenyl)urea NC1=C2C(=NC=N1)N(N=C2C2=CC=C(C=C2)NC(=O)NC2=C(C=CC(=C2)C(C(F)(F)F)(C(F)(F)F)F)F)C(C)C